ClC1=NC(=NC(=C1)C)C1=CC=NC=C1 4-chloro-6-methyl-2-(4-pyridyl)pyrimidine